ClC1=C(C=C(OCC(=O)NC23CC(C2)(C3)NC(COC=3C(=NC(=CC3)C)Cl)=O)C=C1)F 2-(4-chloro-3-fluorophenoxy)-N-(3-{2-[(2-chloro-6-methylpyridin-3-yl)oxy]acetamido}bicyclo[1.1.1]pentan-1-yl)acetamide